C(C1=CC=CC=C1)N1C[C@H](C[C@H]1CNC(=O)C=1NC2=CC(=CC=C2C1)C1=CC=C(C=C1)F)CNC(OC(C)(C)C)=O tert-butyl (((3R,5S)-1-benzyl-5-((6-(4-fluorophenyl)-1H-indole-2-carboxamido)methyl)pyrrolidin-3-yl)methyl)carbamate